C=1C=CC(OC=CC=CC=CC=2C1C=CC2)=O CYCLOPENT[F]OXACYCLOTRIDECIN-4-ONE